CN1CCN2C(=CC=C2C(=O)C2(CC2)C)C12CCN(CC2)C(=O)C2=CC=C(C=C2)COCCC(F)(F)F [2-methyl-6-(1-methylcyclopropanecarbonyl)spiro[3,4-dihydropyrrolo[1,2-a]-pyrazine-1,4'-piperidine]-1'-yl]-[4-(3,3,3-trifluoropropoxymethyl)phenyl]methanone